(R)-5-(7,8-dimethyl-[1,2,4]triazolo[1,5-a]pyridin-6-yl)-6-isopropyl-1-(1-isopropylpiperidin-3-yl)-1,3-dihydro-2H-benzo[d]imidazol-2-one CC1=C(C=2N(C=C1C1=CC3=C(N(C(N3)=O)[C@H]3CN(CCC3)C(C)C)C=C1C(C)C)N=CN2)C